methyl 4-((4-cyanophenyl) sulfonamido)-1-methyl-3-(tetrahydro-2H-pyran-4-yl)-1H-pyrazole-5-carboxylate C(#N)C1=CC=C(C=C1)S(=O)(=O)NC=1C(=NN(C1C(=O)OC)C)C1CCOCC1